5-(2-iodo-5-nitrobenzamido)-2-(propan-2-yl)benzoic acid IC1=C(C(=O)NC=2C=CC(=C(C(=O)O)C2)C(C)C)C=C(C=C1)[N+](=O)[O-]